ClC1=C(C=C(C=C1F)CC[C@@H](C(=O)O)NC(=O)OCC1C2=CC=CC=C2C=2C=CC=CC12)F (2S)-4-(4-chloro-3,5-difluoro-phenyl)-2-(9H-fluoren-9-ylmethoxycarbonylamino)butanoic acid